N-(4-(pyridin-3-yloxy)phenyl)quinazolin-4-amine N1=CC(=CC=C1)OC1=CC=C(C=C1)NC1=NC=NC2=CC=CC=C12